N-(1,1'-biphenyl-2-yl)-N-[(3',5'-di-t-butyl)-1,1'-biphenyl-4-yl]-9,9-bis(4-t-butylphenyl)-9H-fluorene-2-amine C1(=C(C=CC=C1)N(C1=CC=2C(C3=CC=CC=C3C2C=C1)(C1=CC=C(C=C1)C(C)(C)C)C1=CC=C(C=C1)C(C)(C)C)C1=CC=C(C=C1)C1=CC(=CC(=C1)C(C)(C)C)C(C)(C)C)C1=CC=CC=C1